N4-(1,3-bis(oleoyloxy)-2-((oleoyloxy)methyl)propan-2-yl)-L-asparagine C(CCCCCCC\C=C/CCCCCCCC)(=O)OCC(COC(CCCCCCC\C=C/CCCCCCCC)=O)(COC(CCCCCCC\C=C/CCCCCCCC)=O)NC(C[C@H](N)C(=O)O)=O